8-[(1R)-1-[[6-Chloro-2-(5-oxo-4H-1,2,4-oxadiazol-3-yl)-3-pyridyl]amino]ethyl]-6-methyl-4-oxo-2-(2-pyridyl)chromene-3-carbonitrile ClC1=CC=C(C(=N1)C1=NOC(N1)=O)N[C@H](C)C=1C=C(C=C2C(C(=C(OC12)C1=NC=CC=C1)C#N)=O)C